COC1=C2C(=CC3=C1OC=C3)C=CC(=O)O2 The molecule is a member of the class of psoralens that is 7H-furo[3,2-g]chromen-7-one in which the 9 position is substituted by a methoxy group. It is a constituent of the fruits of Ammi majus. Like other psoralens, trioxsalen causes photosensitization of the skin. It is administered topically or orally in conjunction with UV-A for phototherapy treatment of vitiligo and severe psoriasis. It has a role as a dermatologic drug, an antineoplastic agent, a photosensitizing agent, a cross-linking reagent and a plant metabolite. It is a member of psoralens and an aromatic ether. It derives from a psoralen.